FC=1C=CC2=C(CNCCO2)C1 7-fluoro-2,3,4,5-tetrahydrobenzo[f][1,4]oxazepine